FC=1C(=NC(=NC1N1C[C@](CCC1)(C)O)S(=O)C)N1CC2(C1)CCC=1SC=C(C12)C#N [5-fluoro-2-methylsulfinyl-6-[(3R)-3-hydroxy-3-methyl-1-piperidyl]pyrimidin-4-yl]spiro[5,6-dihydrocyclopenta[b]thiophene-4,3'-azetidine]-3-carbonitrile